CN(C1CCN(CC1)C1=C(C=C(C(=C1)OC)NC1=NC=NC(=C1)N1OCC[C@@H]1C1=CC=CC=C1)NC(C=C)=O)C N-(2-(4-(dimethylamino)piperidine-1-yl)-4-methoxy-5-((6-((R)-3-phenylisoxazolidine-2-yl)pyrimidine-4-yl)amino)phenyl)acrylamide